CN(C)CC1CCC(CC1)[N+]1=NOC(=C1)[N-]C(NC1=CC(=CC(=C1)C(F)(F)F)NC(C(CC)C1=CC=CC=C1)=O)=O (3-((1R,4R)-4-((Dimethylamino)methyl)-cyclohexyl)-1,2,3-oxadiazol-3-ium-5-yl)((3-(2-phenylbutanamido)-5-(trifluoromethyl)phenyl)-carbamoyl)amide